FC(C(=O)N)(C1=C(C=C(C=C1)OC(F)(F)F)F)F difluoro-2-(2-fluoro-4-(trifluoromethoxy)phenyl)acetamide